O1C=2N(CC1)N=C(C2)CN2C(C1=CC=C(C=C1C=N2)SC=2C=NN(C2)C)=O 2-((2,3-dihydropyrazolo[5,1-b]oxazol-6-yl)methyl)-6-((1-methyl-1H-pyrazol-4-yl)thio)phthalazin-1(2H)-one